The molecule is a carbamate ester that is carbamic acid in which the nitrogen has been substituted by a butyl group and in which the hydrogen of the carboxy group is replaced by a 1-iodoprop-2-yn-3-yl group. A fungicide, it is used as a preservative and sapstain control chemical in wood products and as a preservative in adhesives, paints, latex paper coating, plastic, water-based inks, metal working fluids, textiles, and numerous consumer products. It has a role as a xenobiotic, an environmental contaminant and an antifungal agrochemical. It is a carbamate ester, an organoiodine compound, an acetylenic compound and a carbamate fungicide. CCCCNC(=O)OCC#CI